COC(CNC(=O)C1=NC=C(C=C1O)C1=CCN(CC1)S(=O)(=O)C1=CC=C(C=C1)NCC)=O (5-(1-((4-ethylamino-phenyl)sulfonyl)-1,2,5,6-tetrahydropyridin-4-yl)-3-hydroxy-pyridine-2-carbonyl)glycine methyl ester